(S)-(3-(1-amino-1,3-dihydrospiro[indene-2,4'-piperidine]-1'-yl)-5-methylpyrazin-2-yl)methanol N[C@@H]1C2=CC=CC=C2CC12CCN(CC2)C=2C(=NC=C(N2)C)CO